6-((4-(ethoxymethyl)-4-phenethylpiperidin-1-yl)methyl)-2-methylbenzo[d]oxazole citrate C(CC(O)(C(=O)O)CC(=O)O)(=O)O.C(C)OCC1(CCN(CC1)CC1=CC2=C(N=C(O2)C)C=C1)CCC1=CC=CC=C1